COC=1C=C(C=CC1)C1=CC(=C(O1)C)C(=O)NC1=NC(=NS1)CN1CCN(CC1)C 5-(3-Methoxyphenyl)-2-methyl-N-(3-((4-methylpiperazin-1-yl)methyl)-1,2,4-thiadiazol-5-yl)furan-3-carboxamide